2-methyl-2-(o-nitrophenyloxy)propionamide CC(C(=O)N)(C)OC1=C(C=CC=C1)[N+](=O)[O-]